C(C)(C)(C)OC(NCC(=O)N1CCC(CC1)C=1C=C2C(=C(NC2=CC1)C1=CC(=NC(=C1)C)C1CC1)C(C)C)=O (2-(4-(2-(2-cyclopropyl-6-methylpyridin-4-yl)-3-isopropyl-1H-indol-5-yl)piperidin-1-yl)-2-oxoethyl)carbamic acid tert-butyl ester